FC1=CC(=C(C=C1)I)C 4-fluoro-1-iodo-2-meth-ylbenzene